OCCS(=O)(=O)CC(CCCC(C(=O)O)(C)C1=NC(=CN=C1)C[C@@H](C(=O)OC)C)(C)C 7-((2-hydroxyethyl)sulfonyl)-2-(6-((S)-3-methoxy-2-methyl-3-oxopropyl)pyrazin-2-yl)-2,6,6-trimethylheptanoic acid